CC1=CC=C(C=C1)S(=O)(=O)OCC=1C=NSC1 1,2-thiazol-4-ylmethyl 4-methylbenzenesulfonate